ClC1=C2C[C@@H]([C@H](C2=CC(=C1)Cl)OC=1C(=CC=CC1C)C)N(C)C 3-([(1S,2S)-4,6-dichloro-2-(dimethylamino)-2,3-dihydro-1H-inden-1-yl]oxy)-2,4-dimethylbenzene